N-(3-(benzo[d][1,3]dioxol-5-yl)-1H-pyrazol-5-yl)-4-(3-morpholinopropoxy)benzamide O1COC2=C1C=CC(=C2)C2=NNC(=C2)NC(C2=CC=C(C=C2)OCCCN2CCOCC2)=O